2,6-di-tert-butyl-4-heptylphenol C(C)(C)(C)C1=C(C(=CC(=C1)CCCCCCC)C(C)(C)C)O